(2'R)-2'-Deoxy-2'-fluoro-2'-methyl-6-O-(phenylmethyl)guanosine F[C@]1([C@@H](O[C@@H]([C@H]1O)CO)N1C=NC=2C(OCC3=CC=CC=C3)=NC(N)=NC12)C